7-(methyl)-2-(trifluoromethyl)-9H-indeno[2,1-d]Pyrimidine-9-one CC1=CC=2C(C=3N=C(N=CC3C2C=C1)C(F)(F)F)=O